1-bromo-2-(2-(2-bromoethoxy)ethoxy)ethane BrCCOCCOCCBr